(R)-N-(1-(3-(1,1-difluoro-2-hydroxyethyl)-2-fluorophenyl)ethyl)-1-(4-methoxyphenyl)-6-oxo-1,6-dihydropyridazine-3-carboxamide FC(CO)(F)C=1C(=C(C=CC1)[C@@H](C)NC(=O)C1=NN(C(C=C1)=O)C1=CC=C(C=C1)OC)F